1-iodo-4-methylbenzene-d7 copper [Cu].IC1(C(C(C(C(=C1)[2H])(C)[2H])([2H])[2H])([2H])[2H])[2H]